2-[4-[2-[(2S)-2-Methylazetidin-1-yl]-6-(trifluoromethyl)pyrimidin-4-yl]pyrazol-1-yl]-1-piperazin-1-yl-ethanone C[C@@H]1N(CC1)C1=NC(=CC(=N1)C=1C=NN(C1)CC(=O)N1CCNCC1)C(F)(F)F